C(C=C)(=O)OCCOC1=CC=C(C=C1)CC(C)(O)C(=O)C(C)(CC1=CC=C(C=C1)OCCOC(C=C)=O)O 4-(2-acryloyl-oxyethoxy)phenyl-2-hydroxy-2-propylketone